ClC=1C(=NC(=NC1)N[C@@H]1C[C@H]2CO[C@@H]([C@H]1O)O2)C=2C=C(C1=C(N(C(=N1)C(C)(C)O)C(C(F)F)C)C2)F (1S,3R,4S,5R)-3-((5-chloro-4-(1-(1,1-difluoropropan-2-yl)-4-fluoro-2-(2-hydroxypropan-2-yl)-1H-benzo[d]imidazol-6-yl)pyrimidin-2-yl)amino)-6,8-dioxabicyclo[3.2.1]octan-4-ol